(4-(pyrrolidin-3-yl) piperazin-1-yl) carbamate C(N)(ON1CCN(CC1)C1CNCC1)=O